1-Ethyl-3-butylpiperidinium chlorid benzyl-2-(3-methyl-7-morpholino-2-(piperidin-1-ylmethyl)-3H-imidazo[4,5-b]pyridin-5-yl)hydrazinecarboxylate C(C1=CC=CC=C1)OC(=O)NNC1=CC(=C2C(=N1)N(C(=N2)CN2CCCCC2)C)N2CCOCC2.[Cl-].C(C)[NH+]2CC(CCC2)CCCC